Tetraallyl Silicate [Si](OCC=C)(OCC=C)(OCC=C)OCC=C